C(C1=CC=NC=C1)(=O)NCC1=CC=C(C=C1)NC(OCC1=CC=C(C=C1)Cl)=O 4-chlorobenzyl (4-(isonicotinamidometh-yl)phenyl)carbamate